C(CC1CO1)(=O)OC(C)(C)C tert-butyl 3,4-epoxybutyrate